BrC1=C(C=CC2=C1C=C(O2)C(=O)O)N2CCN(CC2)S(=O)(=O)C2=C(C=CC=C2Cl)Cl 4-bromo-5-[4-(2,6-dichloro-benzenesulfonyl)-piperazin-1-yl]-benzofuran-2-carboxylic acid